OC(C)(C)NC(O)=O.C(#N)C1=CC=C(C=C1)N1NN(CC(=C1)C1=CC=C(C=C1)C#N)C1=CC=C(C=C1)C#N 1,3,5-tris(4-cyanophenyl)Triazine 2-hydroxypropan-2-yl-carbamate